(Z)-1-(((1r,4r)-4-aminocyclohexyl)methyl)-3-((3,5-dimethyl-1H-pyrrol-2-yl)methylene)-5-fluoro-2-oxo-N-(piperidin-4-ylmethyl)indole-6-carboxamide hydrochloride Cl.NC1CCC(CC1)CN1C(\C(\C2=CC(=C(C=C12)C(=O)NCC1CCNCC1)F)=C/C=1NC(=CC1C)C)=O